C(C)(=O)O[C@H](CO)COP(=O)([O-])OCC[N+](C)(C)C 2-O-acetyl-sn-glycero-3-phosphocholine